CC=1C=C(C(=C(C=O)C1)O)C=1SC2=C(N1)C=CC=C2 5-methyl-3-(2-benzothiazolyl)-2-hydroxybenzaldehyde